C(CCC)[N+]1=C(C=CC=C1)C 1-(1-butyl)-2-methylpyridinium